BrC=1C=CC(=NC1)NC(=O)C=1C=NC(=NC1)C N-(5-bromopyridin-2-yl)-2-methylpyrimidine-5-carboxamide